ClC1=CC2=C(N(C(N2C2CCN(CC2)CC2=CC=C(C=C2)F)=O)CC(=O)N(C)C)C=C1Cl 2-(5,6-dichloro-3-(1-(4-fluorobenzyl)piperidin-4-yl)-2-oxo-2,3-dihydro-1H-benzo[d]imidazol-1-yl)-N,N-dimethyl-acetamide